ClC=1C(=C(C=CC1Cl)C(NC(=O)N1[C@@H](C(NCC1)=O)C)C=1C=NC(=CC1)C(F)(F)F)F (2R)-N-((3,4-dichloro-2-fluorophenyl)(6-(tri-fluoromethyl)pyridin-3-yl)methyl)-2-methyl-3-oxopiperazine-1-carboxamide